C(CCCCCCC)SC=C1CC(=CC(C1)=CSCCCCCCCC)C 2,4-di(n-octylthiomethylene)-6-methylbenzene